2-(4-chloro-3-fluoro-2-iodophenyl)acetonitrile ClC1=C(C(=C(C=C1)CC#N)I)F